ONC(\C=C\C1=C(C=CC=C1)NCC1=CC(=CC=C1)C(F)(F)F)=O (E)-N-hydroxy-3-(2-((3-(trifluoromethyl)benzyl)amino)phenyl)acrylamide